tetrabutylphosphonium 2,6-bis[(2-hydroxy-5-methylphenyl)methyl]-4-methylphenolate OC1=C(C=C(C=C1)C)CC1=C(C(=CC(=C1)C)CC1=C(C=CC(=C1)C)O)[O-].C(CCC)[P+](CCCC)(CCCC)CCCC